N-(3-chlorobenzyl)-8-(5-(5-fluoro-2-methoxypyridin-4-yl)-1-(tetrahydro-2H-pyran-2-yl)-1H-pyrazole-3-carbonyl)-8-azabicyclo[3.2.1]octane-3-carboxamide ClC=1C=C(CNC(=O)C2CC3CCC(C2)N3C(=O)C3=NN(C(=C3)C3=CC(=NC=C3F)OC)C3OCCCC3)C=CC1